(6-chloro-4-(cyclopentylamino)-1H-pyrazolo[3,4-d]pyrimidin-1-yl)methanol ClC1=NC(=C2C(=N1)N(N=C2)CO)NC2CCCC2